8-[(4-Fluoro-piperidin-4-ylmethyl)-amino]-6-isothiazol-5-yl-imidazo[1,2-a]pyrazine-2-carboxylic acid amide FC1(CCNCC1)CNC=1C=2N(C=C(N1)C1=CC=NS1)C=C(N2)C(=O)N